3-(bis(3-(dimethylamino)propyl)amino)propane-1,2-diol CN(CCCN(CC(CO)O)CCCN(C)C)C